2-methacrylamidoglucopyranose C(C(=C)C)(=O)N[C@@]1(C(O)O[C@@H]([C@H]([C@@H]1O)O)CO)O